N[C@H](C(=O)O)CN1N=CC=C1 (S)-2-amino-3-(1H-pyrazol-1-yl)propanoic acid